ClC=1C=C(CNCCCCNCCNC2=NC3=C(C4=CN=CC=C24)C=CC(=C3)C(=O)N)C=CC1C1=CC=NC=C1 5-((2-((4-((3-Chloro-4-(pyridin-4-yl)benzyl)amino)butyl)amino)ethyl)amino)benzo[c][2,6]naphthyridine-8-carboxamide